C(C)N1C(=C(C2=CC(=CC=C12)B(O)O)CC(CO)(C)C)C=1C(=NC=C(C1)N1CCN(CC1)C)[C@H](C)OC [1-ethyl-3-(3-hydroxy-2,2-dimethylpropyl)-2-{2-[(1S)-1-methoxyethyl]-5-(4-methylpiperazin-1-yl)pyridin-3-yl}-1H-indol-5-yl]boronic acid